ClC1=CC=C(C=C1)N1N=C(C=C1)OCC1=C(C=CC=C1)N(C(OC)=O)O methyl [2-({[1-(4-chlorophenyl)-1H-pyrazol-3-yl] oxy}methyl)phenyl]hydroxycarbamate